C1(CC1)N(C1=C2NC(=NC2=NC(=N1)C=1C(=NC=NC1OC)C1CC1)C)CC1=CC=C(C=C1)N1N=C(C=C1C)C(F)(F)F N-cyclopropyl-2-(4-cyclopropyl-6-methoxypyrimidin-5-yl)-8-methyl-N-(4-(5-methyl-3-(trifluoromethyl)-1H-pyrazol-1-yl)benzyl)-7H-purin-6-amine